ClC1=C(C=C(C=C1)C1CCC(CC1)=O)F 4-(4-chloro-3-fluoro-phenyl)cyclohexanone